4,4-dimethyl-5-oxopent-1-en-1-yl triflate O(S(=O)(=O)C(F)(F)F)C=CCC(C=O)(C)C